FC=1C=C(C=C(C1)F)C1=C(N=C2N1N=CC(=C2C(=C)C)C(=O)OCC)C ethyl 3-(3,5-difluorophenyl)-2-methyl-8-(prop-1-en-2-yl)imidazo[1,2-b]pyridazine-7-carboxylate